COC1=C(C(=CC=C1)OC)S(=O)(=O)NC1=NOC2=C1C(=CC(=C2)CN2N=CC(=C2)C)OC 2,6-dimethoxy-N-(4-methoxy-6-((4-methyl-1H-pyrazol-1-yl)methyl)benzo[d]isoxazol-3-yl)benzenesulfonamide